OCC=1CCC(C(C1)C=1C(=CC(=CC1O)C(C)(CCCCCC)C)O)C(=C)C 5'-(hydroxymethyl)-4-(2-methyloctane-2-yl)-2'-(prop-1-en-2-yl)-1',2',3',4'-Tetrahydro-[1,1'-biphenyl]-2,6-diol